ClC=1C=C2C(=NC(=NC2=C(C1C1=CC=CC2=CC=CC(=C12)C)F)OCC(OC)OC)N1C[C@@H](N(CC1)C(=O)OC(C)(C)C)CC#N tert-butyl (2S)-4-[6-chloro-2-(2,2-dimethoxyethoxy)-8-fluoro-7-(8-methyl-1-naphthyl)quinazolin-4-yl]-2-(cyanomethyl)piperazine-1-carboxylate